2-(2-bromophenyl)-1,4-diphenyl-butane-1,4-dione BrC1=C(C=CC=C1)C(C(=O)C1=CC=CC=C1)CC(=O)C1=CC=CC=C1